Cl.ClC=1C=NC(=NC1)NC[C@H]1NCC(O[C@H]1C)(F)F 5-chloro-N-(((2S,3R)-6,6-difluoro-2-methylmorpholin-3-yl)methyl)pyrimidin-2-amine hydrochloride